C(C)C1=C(C=C(C2=CC(=CC=C12)F)N1CC=2N=C(N=C(C2CC1)N1CCOCCC1)OC[C@]12CCCN2C[C@@H](C1)F)O ethyl-6-fluoro-4-(2-(((2R,7aS)-2-fluorohexahydro-1H-pyrrolizin-7a-yl)methoxy)-4-(1,4-oxazepan-4-yl)-5,6-dihydropyrido[3,4-d]pyrimidin-7(8H)-yl)naphthalen-2-ol